4-aminobutyl (Z)-3-((4-((2-(diethylamino) ethyl) carbamoyl)-3,5-dimethyl-1H-pyrrol-2-yl) methylene)-5-fluoro-2-oxoindole-1-carboxylate hydrochloride Cl.C(C)N(CCNC(=O)C=1C(=C(NC1C)\C=C\1/C(N(C2=CC=C(C=C12)F)C(=O)OCCCCN)=O)C)CC